FC1=C2C([C@@H]([C@@H](OC2=CC=C1F)C)O)NC(C1=CN=C(C=C1)C1=C2C(=NC=C1)NC=C2)=O N-((2S,3S)-5,6-Difluoro-3-hydroxy-2-methylchroman-4-yl)-6-(1H-pyrrolo[2,3-b]pyridin-4-yl)nicotinamide